5-[(2-Amino-3-fluoropyridine-4-yl) methyl]-2-(2-fluoro-4-iodoanilino)-1-methyl-6-oxopyridine-3-carboxylate NC1=NC=CC(=C1F)CC1=CC(=C(N(C1=O)C)NC1=C(C=C(C=C1)I)F)C(=O)[O-]